C(CCCC)(=O)[O-] pentanoat